5-[3-chloro-2-fluoro-4-(fluoromethoxy)phenyl]-N-[4-[4-[(2S,4R)-4-hydroxypyrrolidine-2-carbonyl]piperazine-1-carbonyl]-3-methyl-phenyl]-1-methyl-imidazole-2-carboxamide ClC=1C(=C(C=CC1OCF)C1=CN=C(N1C)C(=O)NC1=CC(=C(C=C1)C(=O)N1CCN(CC1)C(=O)[C@H]1NC[C@@H](C1)O)C)F